tert-butyl 3-(1-(((benzyloxy)carbonyl)amino)ethyl)-3-methoxypyrrolidine-1-carboxylate C(C1=CC=CC=C1)OC(=O)NC(C)C1(CN(CC1)C(=O)OC(C)(C)C)OC